ClC1=CC(=NC=C1)CNC1=NC(=NC2=CC=C(C=C12)C=1C(=NOC1C)C)N1CCN(CC1)CCN(C)C N-((4-chloropyridin-2-yl)methyl)-2-(4-(2-(dimethylamino)ethyl)piperazin-1-yl)-6-(3,5-dimethylisoxazol-4-yl)quinazolin-4-amine